5-(4-((7-ethyl-6-oxo-5H-1,5-naphthyridin-3-yl)methyl)piperazin-1-yl)-N-(methyl-d3)-6-(trifluoromethyl)pyridine-2-carboxamide C(C)C=1C(NC=2C=C(C=NC2C1)CN1CCN(CC1)C=1C=CC(=NC1C(F)(F)F)C(=O)NC([2H])([2H])[2H])=O